(R)-4-amino-7-chloro-N-methyl-N-(1-(5-(trifluoromethyl)pyridin-2-yl)ethyl)imidazo[1,5-a]quinoxaline-8-formamide NC=1C=2N(C3=CC(=C(C=C3N1)Cl)C(=O)N([C@H](C)C1=NC=C(C=C1)C(F)(F)F)C)C=NC2